FC(C1=C(C=CC(=C1)C(F)(F)F)C1=C(C=CC=C1)NC1=C(C=CC=C1)C1=C(C=C(C=C1)C(F)(F)F)C(F)(F)F)(F)F bis(2',4'-bistrifluoromethyl-1,1'-biphenylyl)amine